FC(C(=O)O)(F)F.C1(CCCC1)NC1=NC=2C=C(C(=CC2C2=C1CCC2)OC)OCCCN2CCCC2 N-cyclopentyl-8-methoxy-7-[3-(pyrrolidin-1-yl)propoxy]-1H,2H,3H-cyclopenta[c]quinolin-4-amine trifluoroacetate